C1(=CC=C(C2=CC=CC=C12)OB(O)O)C1=CC=CC2=CC=CC=C12 [1,1'-binaphthyl]-4-yl-boric acid